(Z)-3-hexen-1-yl phenylacetate C1(=CC=CC=C1)CC(=O)OCC\C=C/CC